2-cyano-2,3-diisopentylsuccinic acid diethyl ester C(C)OC(C(C(C(=O)OCC)CCC(C)C)(CCC(C)C)C#N)=O